4-(3-chloro-4-methoxybenzylamino)-5-ethoxycarbonyl-2-(2-hydroxymethyl-1-pyrrolidinyl)pyrimidine ClC=1C=C(CNC2=NC(=NC=C2C(=O)OCC)N2C(CCC2)CO)C=CC1OC